COC=1C=C(C=CC1OC)C(=C1CCN(CC1)C(=O)OC(C)(C)C)C1=CC=NC=C1 tert-Butyl 4-[(3,4-dimethoxyphenyl)(pyridin-4-yl)methylene]piperidine-1-carboxylate